C1(CC1)OC1=CC=C(C=C1)N1C(N2C(CNCC2)=C1C(=O)NCC1=C(C=CC=C1)C=1N=NC=CC1)=O 2-[4-(cyclopropoxy)phenyl]-3-oxo-N-[(2-pyridazin-3-ylphenyl)methyl]-6,8-dihydro-5H-imidazo[1,5-a]pyrazine-1-carboxamide